CC(C(=O)O)(C)C1CN(CCC1)C([C@@H](C)OC1=CC=C2C(=CC=NC2=C1)C1=C(C=C(C=C1Cl)F)Cl)=O |r| 2-methyl-2-[1-[rac-(2R)-2-[[4-(2,6-dichloro-4-fluoro-phenyl)-7-quinolyl]oxy]propanoyl]-3-piperidyl]propanoic acid